[Si](C)(C)(C(C)(C)C)OCCN(C(OC(C)(C)C)=O)CC1=C2C=CN(C2=CC(=C1)F)CC(=O)C1=CC=C(C=C1)F tert-butyl (2-((tert-butyldimethylsilyl)oxy)ethyl)((6-fluoro-1-(2-(4-fluorophenyl)-2-oxoethyl)-1H-indol-4-yl)methyl)carbamate